trans-1-(2,6-dichlorophenyl)-3-butene-2-one-2-oxime ClC1=C(C(=CC=C1)Cl)CC(C=C)=NO